C1(CCCCC1)CCC(COC)(C)OC 2-(2-cyclohexylethyl)-1,2-dimethoxypropane